(3R)-11-(2,4-difluorophenyl)-8-((3S,5R)-3,5-dimethylpiperazin-1-yl)-3-(methoxymethoxy)-10-(trifluoromethyl)-3,4-dihydro-2H,6H-[1,4]thiazepino[2,3,4-ij]quinazolin-6-one FC1=C(C=CC(=C1)F)C1=C(C=C2C(=NC(N3C2=C1SC[C@@H](C3)OCOC)=O)N3C[C@@H](N[C@@H](C3)C)C)C(F)(F)F